4-methyl-3-(5-((S)-5-methyl-3,4,5,6-tetrahydropyridin-2-yl)benzo[d]thiazol-2-yl)morpholine CN1C(COCC1)C=1SC2=C(N1)C=C(C=C2)C2=NC[C@H](CC2)C